C(C=C)OC(=O)N1C=C2N(CC3=C1C=CC=C3)CC3(CC3)C2 Spiro[benzo[e]pyrrolo[1,2-a][1,4]diazepin-2,1'-cyclopropane]-10(5H)-carboxylic acid allyl ester